C12(CC(C1)C2)N Bicyclo[1.1.1]Pentane-1-amine